N-((1-methylpiperidin-4-yl)methyl)-5-(thieno[3,2-c]pyridin-2-yl)-7H-pyrrolo[2,3-d]pyrimidin-2-amine CN1CCC(CC1)CNC=1N=CC2=C(N1)NC=C2C2=CC=1C=NC=CC1S2